N-(7-chloro-quinolin-8-yl)-5-(dimeth-ylamino)pyrazine-2-sulfonamide ClC1=CC=C2C=CC=NC2=C1NS(=O)(=O)C1=NC=C(N=C1)N(C)C